1,4'-bipyridin N1(CC=CC=C1)C1=CC=NC=C1